2-Trifluoromethyl-6-amino-pyridine FC(C1=NC(=CC=C1)N)(F)F